(R)-N-ethyl-2-(trifluoro-methyl)-5,8-dihydro-6H-pyrano[3,4-b]pyridin-5-amine C(C)N[C@H]1COCC2=NC(=CC=C21)C(F)(F)F